(R)-N-[(5-fluoro-3-methyl-1-benzofuran-2-yl)methylidene]-2-methylpropane-2-sulfinamide FC=1C=CC2=C(C(=C(O2)C=N[S@](=O)C(C)(C)C)C)C1